[Cl-].[Cl-].CC=1C(=C(C(C1)(C)[Zr+2]C1(C=CC=C1)CCC)C)C (Tetramethylcyclopentadienyl)(n-propylcyclopentadienyl)zirconium dichloride